6-bromo-1-((1-(cyanomethyl)cyclopropyl)methyl)-4-fluoro-1H-benzo[d]imidazole BrC=1C=C(C2=C(N(C=N2)CC2(CC2)CC#N)C1)F